2-[(3S)-3-[(2-formyl-3-hydroxyphenoxy)methyl]morpholine-4-carbonyl]benzoic acid C(=O)C1=C(OC[C@H]2N(CCOC2)C(=O)C2=C(C(=O)O)C=CC=C2)C=CC=C1O